ClC=1C(=C(C#N)C=C(C1)C(C)(C)C1=CC=C(C=C1)C=1C=C2C=NC(=NC2=CC1)Cl)OCCCl 3-chloro-2-(2-chloroethoxy)-5-(2-(4-(2-chloroquinazolin-6-yl)phenyl)propan-2-yl)benzonitrile